NC=1SC=C(N1)/C(/C(=O)O)=N/OC (Z)-2-(2-aminothiazole-4-yl)-2-(methoxyimino)acetic acid